4-methylsulfonylbenzeneamidine CS(=O)(=O)C1=CC=C(C=C1)C(=N)N